N-{4-[4-amino-7-(1-{4-azaspiro[2.5]octan-7-yl}-1H-pyrazol-4-yl)-1-methyl-1H-pyrazolo[4,3-c]pyridin-3-yl]-2-[(1S)-1-(4-fluorophenyl)ethoxy]phenyl}-1,1-difluoromethanesulfonamide NC1=NC=C(C2=C1C(=NN2C)C2=CC(=C(C=C2)NS(=O)(=O)C(F)F)O[C@@H](C)C2=CC=C(C=C2)F)C=2C=NN(C2)C2CCNC1(CC1)C2